NC=1C(=CC(=C(OCC(CN(CC#C)C)O)C1)Cl)Cl 1-(5-Amino-2,4-dichlorophenoxy)-3-(methyl(prop-2-yn-1-yl)amino)propan-2-ol